[4-(2-amino-5-bromo-3-pyridinyl)phenyl]pyrrolidin-2-one NC1=NC=C(C=C1C1=CC=C(C=C1)N1C(CCC1)=O)Br